Cl.NC1CCS(CC1)(=O)=O 4-aminotetrahydro-2H-thiopyran-1,1-dioxide HCl